9-(1-((6-chloro-2-(2-(methyl-d3)-2H-tetrazol-5-yl)pyridin-3-yl)amino)ethyl)-3-(2-(hydroxymethyl)pyridin-3-yl)-4,7-dimethylimidazo[1,5-a]quinazolin-5(4H)-one ClC1=CC=C(C(=N1)C=1N=NN(N1)C([2H])([2H])[2H])NC(C)C=1C=C(C=C2C(N(C=3N(C12)C=NC3C=3C(=NC=CC3)CO)C)=O)C